(S)-(5-phenyl-4,5-dihydro-1H-pyrazol-1-yl)(1-(pyrimidin-2-yl)piperidin-4-yl)methanone C1(=CC=CC=C1)[C@@H]1CC=NN1C(=O)C1CCN(CC1)C1=NC=CC=N1